C(C)(C)(C)N1N=C(C=C1NC(=O)C1=CC(=NN1C)COC)[C@@H]1C[C@@H](CC1)OC1=NC=CC=N1 N-(1-(tert-butyl)-3-((1S,3R)-3-(pyrimidin-2-yloxy)cyclopentyl)-1H-pyrazol-5-yl)-3-(methoxymethyl)-1-methyl-1H-pyrazole-5-carboxamide